ClC1=C2C(=NC=C1)NN=C2C(C)C 4-chloro-3-isopropyl-1H-pyrazolo[3,4-b]Pyridine